Cl.C(C1=CC=CC=C1)C1(CN(C2=CC(=CC=C12)Cl)C(CN1[C@H](CN[C@@H](C1)C)COC)=O)C 1-(3-Benzyl-6-chloro-3-methyl-2,3-dihydro-1H-indol-1-yl)-2-[(2R,5R)-2-(methoxymethyl)-5-methylpiperazin-1-yl]ethan-1-one, hydrochloride salt